CS(=O)(=O)O.ClC1=C(C(=CC=C1)Cl)C1=NC(=C(N1)C1=CC=C2C(=N1)N(C(=N2)C)CC(C)(C)C)C2=CC=CC=C2 5-[2-(2,6-dichlorophenyl)-5-phenyl-3H-imidazol-4-yl]-3-(2,2-dimethylpropyl)-2-methyl-3H-imidazo[4,5-b]pyridine methanesulfonate